1-(2-(trifluoromethyl)phenylsulfonyl)piperidin-4-one FC(C1=C(C=CC=C1)S(=O)(=O)N1CCC(CC1)=O)(F)F